C(CCCCCCCCCCC)OCCCCCCCCCCCC bisdodecyl ether